3-(3'-Adamantan-1-yl-4'-ethoxycarbonylmethoxy-biphenyl-4-yl)-acrylic acid tert-butyl ester C(C)(C)(C)OC(C=CC1=CC=C(C=C1)C1=CC(=C(C=C1)OCC(=O)OCC)C12CC3CC(CC(C1)C3)C2)=O